(((tert-Butyldimethylsilyl)oxy)methyl)-4-(cyclopropylethynyl)-4-(trifluoromethyl)-3,4-dihydroquinazolin-2(1H)-one [Si](C)(C)(C(C)(C)C)OCN1C(NC(C2=CC=CC=C12)(C(F)(F)F)C#CC1CC1)=O